FC(C(=O)[O-])(F)F.C(=O)(O)CCOC=1N([N+](=C2C=CC=CC12)C)CC1CNC1 2-carboxyethoxy-2-(azetidin-3-ylmethyl)-1-methyl-2H-indazol-1-ium 2,2,2-trifluoroacetate